3,3,5-trimethylhexyl methacrylate C(C(=C)C)(=O)OCCC(CC(C)C)(C)C